N-[(3-chlorophenyl)methyl]-2-(5-phenyl-1,3,4-oxadiazol-2-yl)-N-[4-(1H-pyrazol-4-yl)phenyl]acetamide pyrrolo[3,4-d]pyrimidine-6-carboxylate N1=CN=CC=2C1=CN(C2)C(=O)O.ClC=2C=C(C=CC2)CN(C(CC=2OC(=NN2)C2=CC=CC=C2)=O)C2=CC=C(C=C2)C=2C=NNC2